NC[C@@H](CC(=O)O)CC(C)C (R)-3-aminomethyl-5-methylhexanoic acid